8-fluoro-2-{4-[(methylamino)methyl]phenyl}-1,3,4,5-tetrahydro-6H-azepino[5,4,3-cd]indol-6-one ((1S,4R)-7,7-dimethyl-2-oxobicyclo[2.2.1]hept-1-yl)methanesulfonic acid salt CC1([C@@]2(C(C[C@H]1CC2)=O)CS(=O)(=O)O)C.FC=2C=C1C=3C(=C(NC3C2)C2=CC=C(C=C2)CNC)CCNC1=O